1-[(6-{5-Azaspiro[2.3]hex-5-yl}-2-methylpyridin-3-yl)methyl]-N-[(6R)-3-methyl-1H,4H,5H,6H-cyclopenta[c]pyrazol-6-yl]-1H-pyrazole-4-carboxamide C1CC12CN(C2)C2=CC=C(C(=N2)C)CN2N=CC(=C2)C(=O)N[C@@H]2CCC1=C2NN=C1C